3-(4,6-dimethoxypyrimidin-2-yl)-6-fluoro-5-isocyanatobenzothiazol-2(3H)-one COC1=NC(=NC(=C1)OC)N1C(SC2=C1C=C(C(=C2)F)N=C=O)=O